C(C)S(=O)(=O)C=1C=NC=CC1 3-(ethylsulfonyl)pyridine